Cl.ClC1=CN=C(S1)N1CCNCC1 5-chloro-2-(piperazin-1-yl)thiazole hydrochloride